tert-butyl 3-[6-(4-bromo-2-methoxy-6-methyl-phenyl)pyrido[2,3-b]pyrazin-3-yl]piperidine-1-carboxylate BrC1=CC(=C(C(=C1)C)C=1C=CC=2C(=NC(=CN2)C2CN(CCC2)C(=O)OC(C)(C)C)N1)OC